(S)-4-(2-chloro-3-(9-(5-chloro-2-fluorobenzyl)-6-(1-methylcyclopropoxy)-9H-purin-8-yl)phenoxy)-2-methylbutanoic acid ClC1=C(OCC[C@@H](C(=O)O)C)C=CC=C1C=1N(C2=NC=NC(=C2N1)OC1(CC1)C)CC1=C(C=CC(=C1)Cl)F